C(CCCNC(CCNC(OC(C)(C)C)=O)C)NC(CCNC(OC(C)(C)C)=O)C di-tert-butyl ((butane-1,4-diylbis(azanediyl))bis(butane-3,1-diyl))dicarbamate